C1CCC2=C(C=CC=C12)[C@H]([C@@H](C=1OC(NN1)=O)NS(=O)(=O)C1=C(C=CC=C1)OC)C N-((1S,2R)-2-(2,3-dihydro-1H-inden-4-yl)-1-(5-oxo-4,5-dihydro-1,3,4-oxadiazol-2-yl)propyl)-2-methoxybenzenesulfonamide